bis-(trifluoromethyl) disulfide FC(F)(F)SSC(F)(F)F